FC(S(=O)(=O)OC1=C(C=C(C(=C1)F)F)[Si](C)(C)C)(F)F 4,5-difluoro-2-trimethylsilylphenyl trifluoromethanesulfonate